1-(5-chloro-3-fluoropyridin-2-yl)-3-(tetrahydro-2H-thiopyran-4-yl)-4-(4-(trifluoromethyl)benzyl)-piperazine-2,5-dione ClC=1C=C(C(=NC1)N1C(C(N(C(C1)=O)CC1=CC=C(C=C1)C(F)(F)F)C1CCSCC1)=O)F